1,3,5-trimethyl-2,4,6-tri(4-carboxyphenyl)benzene CC1=C(C(=C(C(=C1C1=CC=C(C=C1)C(=O)O)C)C1=CC=C(C=C1)C(=O)O)C)C1=CC=C(C=C1)C(=O)O